CN([C@@H]1C[C@@H](C1)N)C=1C2=C(N=CN1)NC=C2 cis-N1-methyl-N1-(7H-pyrrolo[2,3-d]pyrimidin-4-yl)cyclobutan-1,3-diamine